O[C@H]1[C@@H](CCCC1)NC=1C(N(C(=NN1)C1=C(C2=CC=CC=C2C=C1)O)C)=O 6-(((1R,2R)-2-hydroxycyclohexyl)amino)-3-(1-hydroxynaphthalen-2-yl)-4-methyl-1,2,4-triazine-5(4H)-one